tert-butyl 4-(((3R,4R)-3-(4-(tert-butoxycarbonyl) phenyl)-1-(3,3-difluorocyclobutyl) piperidin-4-yl) methyl)-5,7-dimethyl-1H-indole-1-carboxylate C(C)(C)(C)OC(=O)C1=CC=C(C=C1)[C@@H]1CN(CC[C@H]1CC1=C2C=CN(C2=C(C=C1C)C)C(=O)OC(C)(C)C)C1CC(C1)(F)F